NC(=O)C1=CC=CC2=CN(N=C12)C1=CC=C(C=C1)NC(CC1C[NH2+]C1)=O 3-[2-({4-[7-(aminocarbonyl)-2H-indazole-2-yl]phenyl}amino)-2-oxoethyl]azacyclobutanium